5-(oxetan-3-yloxy)benzamide O1CC(C1)OC=1C=CC=C(C(=O)N)C1